CC(CCCCCC)N(C(C)=O)C(CCCCCC)C N,N-di-(1-methylheptyl)acetamide